2-carboxy-7-((5,6,7,8-tetrahydronaphthalen-2-yl)oxy)-1,2,3,4-tetrahydronaphthalen C(=O)(O)C1CC2=CC(=CC=C2CC1)OC1=CC=2CCCCC2C=C1